butyl-2-(((S)-6-chloro-8-fluoro-1,2,3,4-tetrahydronaphthalen-2-yl)amino)pentanoate hydrochloride Cl.C(CCC)OC(C(CCC)N[C@@H]1CC2=C(C=C(C=C2CC1)Cl)F)=O